CN(C=1C2=C(N=C(N1)N1CC(C1)OC(C1=C(C=CC=C1)F)=O)CC[S+]2[O-])C2CCOCC2.O2COC1=C2C=CC(=C1)C=1C=C(C=CC1C#N)C=O 3-benzodioxolan-5-yl-(4-cyanophenyl)methanone [1-[4-[methyl(tetra-hydropyran-4-yl)amino]-5-oxido-6,7-dihydro-thieno[3,2-d]pyrimidin-5-ium-2-yl]azetidin-3-yl]2-fluorobenzoate